N-((S)-1-(((R)-1-((5R,7R)-5,7-dimethyl-4,8-dioxo-1,3,6,2-trioxaborocan-2-yl)-3-methylbutyl)amino)-1-oxo-3-phenylpropan-2-yl)pyrazine-2-carboxamide C[C@@H]1C(OB(OC([C@H](O1)C)=O)[C@H](CC(C)C)NC([C@H](CC1=CC=CC=C1)NC(=O)C1=NC=CN=C1)=O)=O